C(#N)C1=CC(=C(C=C1)COC1=CC=CC(=N1)C1=CC=C(C=C1)CC(=O)NC1=C(C=C(C(=O)OC)C=C1)NC[C@H]1OCC1)F methyl 4-[[2-[4-[6-[(4-cyano-2-fluoro-phenyl)methoxy]-2-pyridyl]phenyl]acetyl]amino]-3-[[(2S)-oxetan-2-ylmethyl]amino]benzoate